{2-cyclopropyl-4-[4-(2-methoxy-phenyl)-piperidin-1-yl]-7-methyl-quinazolin-6-yl}-methyl-propyl-amine C1(CC1)C1=NC2=CC(=C(C=C2C(=N1)N1CCC(CC1)C1=C(C=CC=C1)OC)N(CCC)C)C